CC=1N=NC=CC1C(=O)NCC=1C=C2C(=C(NC2=CC1)C1CCOCC1)C 3-methyl-N-((3-methyl-2-(tetrahydro-2H-pyran-4-yl)-1H-indol-5-yl)methyl)pyridazine-4-carboxamide